FC1=C(C=C(C=C1)F)C=1SC(=CN1)C(=O)N 2-(2,5-difluorophenyl)-1,3-thiazole-5-carboxamide